2-((2S,3S,4S,5R)-4-(benzyloxy)-5-(((R)-2,2-dimethyl-1,3-dioxolan-4-yl)methyl)-3-((4-methoxybenzyl)oxy)tetrahydrofuran-2-yl)acetaldehyde C(C1=CC=CC=C1)O[C@@H]1[C@H]([C@@H](O[C@@H]1C[C@H]1OC(OC1)(C)C)CC=O)OCC1=CC=C(C=C1)OC